NC(CC1=CC=C(C=C1)NC(C1=CC(=CC=C1)S(NC1=CC=C(C=C1)Br)(=O)=O)=O)=O N-(4-(2-amino-2-oxoethyl)phenyl)-3-(N-(4-bromophenyl)sulfamoyl)benzamide